OC1N2CC3(COC4=CC=C(C(NS(CCCC=CCC5CCC15)(=O)=O)=O)C=C24)CCCC2=CC=CC=C23 hydroxy-3,4-dihydro-2H,15'H-spiro[naphthalene-1,22'-[20]oxa[13]thia[1,14]diazatetracyclo[14.7.2.03,6.019,24]pentacosa[8,16,18,24]tetraen]-15'-one 13',13'-dioxide